C(C1=CC=CC=C1)OC1=CC=C2C=C(CC2=C1)Br 6-(benzyloxy)-2-bromo-1H-indene